3,6-bis(N-piperazinyl)pyrazine-2,5-dicarboxylic acid N1(CCNCC1)C=1C(=NC(=C(N1)C(=O)O)N1CCNCC1)C(=O)O